ClC1=NC=C(C(=N1)OCC1=CC=C(C=C1)C=1N(C=C(N1)C(F)(F)F)C)C=1N=COC1 4-[2-chloro-4-[[4-[1-methyl-4-(trifluoromethyl)imidazol-2-yl]phenyl]methoxy]pyrimidin-5-yl]oxazole